4-phenyl-N-(5-(pyridin-2-yl)-4H-1,2,4-triazol-3-yl)pyridin-2-amine C1(=CC=CC=C1)C1=CC(=NC=C1)NC1=NN=C(N1)C1=NC=CC=C1